C1=CC=C2C=CC=3C(=C12)C=C1C=CC=CC13 indenoindene